C1(=CC=C(C=C1)S(=O)(=O)OC1CCN(CC1)C(=O)OCC1=CC=CC=C1)C benzyl 4-(p-tolylsulfonyloxy)piperidine-1-carboxylate